(Z)-3-(3-(3,5-bis(trifluoromethyl)phenyl)-1H-1,2,4-triazol-1-yl)-N-(2-oxopyrazin-1(2H)-yl)acrylamide FC(C=1C=C(C=C(C1)C(F)(F)F)C1=NN(C=N1)\C=C/C(=O)NN1C(C=NC=C1)=O)(F)F